(5-(6-methyl-5-(2-methylmorpholino)benzo[d]oxazol-2-yl)-8-(methylamino)-2,7-naphthyridin-3-yl)cyclopropanecarboxamide CC1=CC2=C(N=C(O2)C2=C3C=C(N=CC3=C(N=C2)NC)C2(CC2)C(=O)N)C=C1N1CC(OCC1)C